C(=O)[O-].C[N+]1(CCOCC1)CC1=CC=C(C=C1)C=C 4-methyl-4-(4-vinylbenzyl)-morpholin-4-ium formate